N-(4-(1,1,1,3,3,3-hexafluoro-2-hydroxypropan-2-yl)phenyl)-2-(trifluoromethyl)benzamide FC(C(C(F)(F)F)(O)C1=CC=C(C=C1)NC(C1=C(C=CC=C1)C(F)(F)F)=O)(F)F